di-sec-butyl-diphenoxysilane C(C)(CC)[Si](OC1=CC=CC=C1)(OC1=CC=CC=C1)C(C)CC